(2,6-dioxopiperidin-3-yl)-4-hydroxyisoindolin-1,3-dione O=C1NC(CCC1N1C(C2=CC=CC(=C2C1=O)O)=O)=O